C(C)(=O)OCC(OC(C)=O)CO Glycerol diacetate